4-(methoxymethoxy)benzamide COCOC1=CC=C(C(=O)N)C=C1